O=C1NC(CCC1N1C(C2=CC=CC(=C2C1=O)N1CC(C1)C=O)=O)=O 1-(2-(2,6-dioxopiperidin-3-yl)-1,3-dioxoisoindolin-4-yl)azetidine-3-carbaldehyde